3-(morpholin-4-yl)-N-[5-(4,4,5,5-tetramethyl-1,3,2-dioxaborolan-2-yl)pyridin-3-yl]propanamide N1(CCOCC1)CCC(=O)NC=1C=NC=C(C1)B1OC(C(O1)(C)C)(C)C